ethyl (oxetan-3-ylidene)acetate O1CC(C1)=CC(=O)OCC